1-methyl-1-(5-methylpyridazin-3-yl)hydrazine CN(N)C=1N=NC=C(C1)C